4-amino-N-(4-(2-(dimethylamino)-2-oxoethyl)-2,3-dimethylphenyl)-7-(piperidin-3-yl)pyrrolo[2,1-f][1,2,4]triazine-5-carboxamide NC1=NC=NN2C1=C(C=C2C2CNCCC2)C(=O)NC2=C(C(=C(C=C2)CC(=O)N(C)C)C)C